FC(C1(CC1)C1=CC=C(C=C1)C1=C2CCC=NC2=CC=C1)(F)F 5-(4-(1-(trifluoromethyl)cyclopropyl)phenyl)-3,4-dihydroquinoline